3,3-bis(4-hydroxyphenyl)-2-phenyl-isoindoline-1-one OC1=CC=C(C=C1)C1(N(C(C2=CC=CC=C12)=O)C1=CC=CC=C1)C1=CC=C(C=C1)O